6-(trifluoromethyl)-8H-indeno[1,2-d]thiazol-2-amine FC(C1=CC=2CC3=C(N=C(S3)N)C2C=C1)(F)F